2,6-dimethylphenylmagnesium CC1=C(C(=CC=C1)C)[Mg]